ClC1=CC2=C(C(N(C=C2C2=C(C(N(C=C2C2=CC=CC=C2)CCO)=O)C(F)(F)F)C)=O)N1S(=O)(=O)C1=CC=C(C)C=C1 2-chloro-4-(1-(2-hydroxyethyl)-2-oxo-5-phenyl-3-(trifluoromethyl)-1,2-dihydropyridin-4-yl)-6-methyl-1-tosyl-1,6-dihydro-7H-pyrrolo[2,3-c]pyridin-7-one